[Na+].OC(C)CS(=O)(=O)[O-] 2-hydroxypropane-3-sulfonic acid, sodium salt